N1=C(N=CC=C1)N PYRIMIDIN-2-AMIN